(S)-3-Hydroxy-1-methyl-3-(5-(6-(2-((1-methyl-1H-pyrazol-3-yl)amino)pyrimidin-4-yl)pyridin-2-yl)-1H-pyrazol-3-yl)pyrrolidin-2-one O[C@]1(C(N(CC1)C)=O)C1=NNC(=C1)C1=NC(=CC=C1)C1=NC(=NC=C1)NC1=NN(C=C1)C